ClC=1C(=NC(=NC1)NC=1C=C2CCNCC2=CC1)NC1=CC=C2C(OCC2=C1)(C)C 6-((5-chloro-2-((1,2,3,4-tetrahydroisoquinolin-6-yl)amino)pyrimidin-4-yl)amino)-3,3-dimethylisobenzofuran